COC(=O)C1(C(C2=CC(=CC=C2C1)Br)=O)C(C)C.BrCCCN1C(C=2C(C1=O)=CC=CC2)=O N-(3-Bromopropyl)phthalimide Methyl-6-bromo-2-isopropyl-1-oxo-2,3-dihydro-1H-indene-2-carboxylate